C(C)(C)(C)OC(=O)N1C(CC(CC1)C1=CC(=C(C=C1)F)F)CC(=O)NC 4-(3,4-difluorophenyl)-2-(2-(methylamino)-2-oxoethyl)piperidine-1-carboxylic acid tert-butyl ester